C1(CCCC1)C1=CC(=NN1)NC=1N=C(C2=C(N1)C=C(O2)C2=CC=NC=C2)N2CCOCC2 N-(5-cyclopentyl-1H-pyrazol-3-yl)-4-morpholino-6-(pyridin-4-yl)furo[3,2-d]pyrimidin-2-amine